1-isopentyl-2,5-dimethoxy-4-[(E)-2-nitroprop-1-en-1-yl]benzene C(CC(C)C)C1=C(C=C(C(=C1)OC)\C=C(/C)\[N+](=O)[O-])OC